SCCCCCCSCC(CS)S 1-(6'-mercaptohexylthio)-2,3-dimercaptopropane